OC[C@@H]1CN(CCN1)C(CC1=CC=C(C=C1)NC(=O)NCC1=CC=C(C=C1)OC)=O [(4-{2-[(3S)-3-(hydroxymethyl)piperazinyl]-2-oxoethyl}phenyl)amino]-N-[(4-methoxyphenyl)methyl]carboxamide